Cl.COCCN1CCC(CC1)CN1N=CC=C(C1=O)C1=CC=CC=C1 2-((1-(2-methoxyethyl)piperidin-4-yl)methyl)-4-phenylpyridazin-3(2H)-one hydrochloride